1-ethyl-2,3-dimethylimidazolium methylcarbonate COC([O-])=O.C(C)N1C(=[N+](C=C1)C)C